FC1=C(C=C(C=C1)S(=O)(=O)N(C)CC1=CC=C(C=C1)OC)C=1N=C2O[C@@H](CN2C1)C (R)-4-fluoro-N-(4-methoxybenzyl)-N-methyl-3-(2-methyl-2,3-dihydroimidazo[2,1-B]oxazol-6-yl)benzenesulfonamide